NC1=C(N=CC2=C(C(=CC=C12)F)C=1N=CSC1C(F)F)C(=O)NCCC 4-amino-8-(5-(difluoromethyl)thiazol-4-yl)-7-fluoro-N-propylisoquinoline-3-carboxamide